C(C)(C)N(CC)C(C)C diisopropyl-ethyl-amine